[C@H]12OC[C@H](N(C1)C1=NC=NC=3N(C4=CC(=CC=C4C31)S(=O)(=O)NC3(CC3)C#N)C=3SC(=NN3)C(F)F)C2 4-((1R,4R)-2-oxa-5-azabicyclo[2.2.1]heptan-5-yl)-N-(1-cyanocyclopropyl)-9-(5-(difluoromethyl)-1,3,4-thiadiazol-2-yl)-9H-pyrimido[4,5-b]indole-7-sulfonamide